(3-(2-(2-aminoethoxy)ethoxy)propionylamino)-N-(4,5-dimethylthiazol-2-yl)-6-methylbenzamide NCCOCCOCCC(=O)NC1=C(C(=O)NC=2SC(=C(N2)C)C)C(=CC=C1)C